ClC1=CC=C(C[C@@H]2NC([C@@H](N(C2)C(=O)OC(C)(C)C)C(C)C)=O)C=C1 tert-butyl (2S,5S)-5-(4-chlorobenzyl)-2-isopropyl-3-oxopiperazine-1-carboxylate